BrC1=CC=2NC=3C(CCCC3C2N=C1Cl)O 3-bromo-2-chloro-6,7,8,9-tetrahydro-5H-pyrido[3,2-b]indol-6-ol